cyclobutyl-5-(4-(2-(3,5-difluorophenyl)-2-hydroxyacetamido)-2-methylphenyl)nicotinamide C1(CCC1)C1=C(C(=O)N)C=C(C=N1)C1=C(C=C(C=C1)NC(C(O)C1=CC(=CC(=C1)F)F)=O)C